[O-2].[Tb+3].[Ni+2] nickel-terbium oxide